2-bromo-N-(7-(furan-3-yl)-2-(3-hydroxy-3-methylbutyl)-2H-indazole-5-yl)thiazole-4-carboxamide BrC=1SC=C(N1)C(=O)NC1=CC2=CN(N=C2C(=C1)C1=COC=C1)CCC(C)(C)O